C(C)OC(=O)C=1C=NN(C1)C1=C(C(=CC=C1OC)[N+](=O)[O-])F 1-(2-fluoro-6-methoxy-3-nitrophenyl)-1H-pyrazole-4-carboxylic acid ethyl ester